3-(2-(tert-butoxycarbonyl)pyrimidin-5-yl)propanoic acid C(C)(C)(C)OC(=O)C1=NC=C(C=N1)CCC(=O)O